COC=1C(=CC=C2C(=C3C=CC=C(C3=C(C12)O)O)O)CCCCCCCCCCCCCC 8-methoxy-7-n-tetradecyl-1,9,10-anthracenetriol